Tert-butyl (2-(2,3-dihydrobenzofuran-6-yl)ethyl)carbamate O1CCC2=C1C=C(C=C2)CCNC(OC(C)(C)C)=O